2,7-dibromo-9,9-dipropyl-9H-fluorene BrC1=CC=2C(C3=CC(=CC=C3C2C=C1)Br)(CCC)CCC